(S)-3-(4-acrylamido-2-methoxybenzamido)-N-(2-(dimethylamino)-1-phenylethyl)-2,6,6-trimethyl-2,6-dihydropyrrolo[3,4-c]pyrazole-5(4H)-carboxamide C(C=C)(=O)NC1=CC(=C(C(=O)NC2=C3C(=NN2C)C(N(C3)C(=O)N[C@H](CN(C)C)C3=CC=CC=C3)(C)C)C=C1)OC